FC(CC)(F)C=1C=C(C=CC1)NC(=O)C=1[N+](=C(NC1C)C1=CC(=CC=C1)C1=NC=CN=C1C)[O-] 4-((3-(1,1-difluoropropyl)phenyl)carbamoyl)-5-methyl-2-(3-(3-methylpyrazin-2-yl)phenyl)-1H-imidazole 3-oxide